tert-butyl spiro[2.5]octan-6-ylcarbamate C1CC12CCC(CC2)NC(OC(C)(C)C)=O